2-(4'-((2,7-Diazaspiro[3.5]nonan-7-yl)methyl)-2'-ethyl-[1,1'-biphenyl]-4-yl)-1,1,1,3,3,3-hexafluoropropan-2-ol TFA salt OC(=O)C(F)(F)F.C1NCC12CCN(CC2)CC2=CC(=C(C=C2)C2=CC=C(C=C2)C(C(F)(F)F)(C(F)(F)F)O)CC